FCCCN1CC(CC1)CC1=CC=C(C=C1)C1=CCSC2=CC(=CC=C12)C(=O)OC Methyl 4-(4-((1-(3-fluoropropyl)pyrrolidin-3-yl)methyl)phenyl)-2H-thiochromene-7-carboxylate